OC12C3=CN(N=C3C[C@@H](C1C(=NO2)C(=O)OCC)C)CC2=CC=C(C=C2)OC ethyl (4S)-8b-hydroxy-7-(4-methoxybenzyl)-4-methyl-3a,5,7,8b-tetrahydro-4H-isoxazolo[5,4-e]indazole-3-carboxylate